OC(CNC1=CC=C(C=C1)N)C N-(β-hydroxypropyl)para-phenylenediamine